FS(=O)(=O)F perfluorosulfonyl-fluorine